C(C)(=O)N1CCOCC1 N-Acetylmorpholine